3-(2'-chloroethyl)-5,5-dimethylhydantoin ClCCN1C(NC(C1=O)(C)C)=O